BrC1=CC(=C2C=C(N(C2=C1)S(=O)(=O)C1=CC=CC=C1)C(C=1C(=C(C(=O)OC(C)(C)C)C=CC1Cl)Cl)O)Cl tert-butyl 3-((6-bromo-4-chloro-1-(phenylsulfonyl)-1H-indol-2-yl) (hydroxy)methyl)-2,4-dichlorobenzoate